FC=1C=NC=C(C1CO)F (3,5-difluoropyridin-4-yl)methanol